(2S)-morpholin-2-amine N1C[C@H](OCC1)N